O1C(CCCC1)OCC=1N=NN(C1)C1=CC(=C(CNC(C(=C)C)=O)C=C1)C(F)(F)F N-(4-(4-(((tetrahydro-2H-pyran-2-yl)oxy)methyl)-1H-1,2,3-triazol-1-yl)-2-(trifluoromethyl)benzyl)methacrylamide